Thionoacetate C(C)(=S)[O-]